FC(C1=CC(=NC=C1)NC(C1=CC=CC=C1)=O)(F)F N-(4-(trifluoromethyl)pyridin-2-yl)benzamide